CC1(N(CCC1)CC1=C(C=CC(=N1)NC1=CC2=C(C=N1)SC(=N2)C2=NC=CC=C2C)C)C 6-[(2,2-Dimethylpyrrolidin-1-yl)methyl]-5-methyl-N-[2-(3-methylpyridin-2-yl)-[1,3]thiazolo[5,4-c]pyridin-6-yl]pyridin-2-amine